2-((4-(bicyclo[2.2.1]hept-5-en-2-yl)butoxy)methyl)naphthalene C12C(CC(C=C1)C2)CCCCOCC2=CC1=CC=CC=C1C=C2